OC=1C=C(C=CC1C(=O)O)NC(=O)C=1C(=C(C(=O)NC2=CC(=C(C(=O)O)C=C2)O)C=C(C1)O)O 4-(3-(3-hydroxy-4-carboxyphenylaminocarbonyl)-2,5-dihydroxybenzoylamino)-2-hydroxybenzoic acid